tripropenylethylene glycol diacrylate C(C=C)(=O)OC(C(C=CC)OC(C=C)=O)(C=CC)C=CC